tert-butyl 8-[[2,6-dimethoxy-4-(1,4,5-trimethyl-6-oxo-3-pyridyl)phenyl]methyl]-3,8-diazabicyclo[3.2.1]octane-3-carboxylate COC1=C(C(=CC(=C1)C1=CN(C(C(=C1C)C)=O)C)OC)CN1C2CN(CC1CC2)C(=O)OC(C)(C)C